ClC1=CNC2=C(C=CC(=C12)Cl)C1=C(C=CC(=C1)S(=O)(=NCC)N1CCN(CC1)C(C(F)(F)F)=O)S(=O)(=O)N (3,4-dichloro-1H-indol-7-yl)-4-(N-ethyl-4-(2,2,2-trifluoroacetyl)piperazine-1-sulfonimidoyl)benzenesulfonamide